C(C)(C)(C)C(C)=NO Methyl t-butyl ketone oxime